tert-butyl (E,2S)-2-[tert-butoxycarbonyl-[2-[tert-butyl(diphenyl)silyl] oxyethoxycarbonyl]amino]-7-(dimethylamino)-7-oxo-hept-5-enoate C(C)(C)(C)OC(=O)N([C@H](C(=O)OC(C)(C)C)CC\C=C\C(=O)N(C)C)C(=O)OCCO[Si](C1=CC=CC=C1)(C1=CC=CC=C1)C(C)(C)C